8-(6-amino-2-ethylpyridin-3-yl)-N-(tetrahydro-2H-pyran-4-yl)quinoline-2-carboxamide NC1=CC=C(C(=N1)CC)C=1C=CC=C2C=CC(=NC12)C(=O)NC1CCOCC1